(R)-3-(2-ethynyl-5-methoxypyrimidin-4-yl)-10-methyl-9,10,11,12-tetrahydro-8H-[1,4]diazepino[5',6':4,5]thieno[3,2-f]quinolin-8-one C(#C)C1=NC=C(C(=N1)C1=NC=2C=CC3=C(C2C=C1)C1=C(S3)C(N[C@@H](CN1)C)=O)OC